5-(1H-pyrazol-4-yl)pyridine N1N=CC(=C1)C=1C=CC=NC1